2-(4-((6-cyano-8-(isopropylamino)pyrido[3,4-d]pyrimidin-2-yl)amino)piperidin-1-yl)-N,N-dimethylacetamide C(#N)C1=CC2=C(N=C(N=C2)NC2CCN(CC2)CC(=O)N(C)C)C(=N1)NC(C)C